1-methyl-3-(7-(methylamino)-5-((2-(methylsulfonyl)phenyl)amino)pyrazolo[1,5-a]pyrimidin-3-yl)urea CNC(=O)NC=1C=NN2C1N=C(C=C2NC)NC2=C(C=CC=C2)S(=O)(=O)C